C(C)C1=NC=2N(C(=C1I)N)N=CN2 5-ethyl-6-iodo-[1,2,4]triazolo[1,5-a]pyrimidine-7-amine